1-(4-methyl-5-(piperidin-4-ylmethyl)pyrazolo[1,5-a]pyridin-3-yl)dihydropyrimidine-2,4(1H,3H)-dione CC=1C=2N(C=CC1CC1CCNCC1)N=CC2N2C(NC(CC2)=O)=O